(S)-N-((2-(6-(2-ethyl-5-fluoro-4-hydroxyphenyl)-1H-indazol-3-yl)-1H-imidazol-4-yl)methyl)-3-hydroxypyrrolidine-1-carboxamide C(C)C1=C(C=C(C(=C1)O)F)C1=CC=C2C(=NNC2=C1)C=1NC=C(N1)CNC(=O)N1C[C@H](CC1)O